(1r,3s)-3-[(3R)-3-(1-{4-[(1R)-1-(2,4-dichlorophenyl)ethoxy]-5,6-dimethylpyridin-2-yl}azetidin-3-yl)piperidin-1-yl]-1-methylcyclobutane-1-carboxylic acid ClC1=C(C=CC(=C1)Cl)[C@@H](C)OC1=CC(=NC(=C1C)C)N1CC(C1)[C@@H]1CN(CCC1)C1CC(C1)(C(=O)O)C